C(N)(=N)C=1C=C(SC1)CNC(=O)[C@H]1N([C@H]2C[C@]2(C1)C)C(CNC(CCCOCCOC)=O)=O (1S,3S,5S)-N-((4-carbamimidoylthiophen-2-yl)methyl)-2-((4-(2-methoxyethoxy)butanoyl)glycyl)-5-methyl-2-azabicyclo[3.1.0]hexane-3-carboxamide